[2-hexadecanoyloxy-1-(hexadecanoyloxymethyl) ethyl] 16-hydroxyhexadecanoate OCCCCCCCCCCCCCCCC(=O)OC(COC(CCCCCCCCCCCCCCC)=O)COC(CCCCCCCCCCCCCCC)=O